CONC(CCC1=CC=C(C=C1)C)=O N-methoxy-3-(p-tolyl)propanamide